ethyl 2-((4-iodopyridin-2-yl) amino)-2-oxoacetate IC1=CC(=NC=C1)NC(C(=O)OCC)=O